hydroxyl-pentaerythritol triacrylate C(C=C)(=O)O.C(C=C)(=O)O.C(C=C)(=O)O.OC(O)C(CO)(CO)CO